(R or S)-3-((4-amino-7-(2-methyl-4-(2-(methylamino)ethoxy)benzyl)imidazo[2,1-f][1,2,4]triazin-2-yl)oxy)hexan-1-ol NC1=NC(=NN2C1=NC=C2CC2=C(C=C(C=C2)OCCNC)C)O[C@@H](CCO)CCC |o1:24|